N-(4-(4-amino-7-methyl-5-(4-methyl-3,4-dihydro-2H-benzo[b][1,4]oxazin-7-yl)-7H-pyrrolo[2,3-d]pyrimidin-6-yl)phenyl)methacrylamide NC=1C2=C(N=CN1)N(C(=C2C=2C=CC1=C(OCCN1C)C2)C2=CC=C(C=C2)NC(C(=C)C)=O)C